CNCCC(=O)OC(CCCCCCCCCCC)=O lauroyl methylβ-alaninate